5-bromo-2-cyclopropyl-pyrazole-3-carboxylic acid BrC=1C=C(N(N1)C1CC1)C(=O)O